COC1=NC(=CC=C1)C 2-methoxy-6-methylpyridine